C(C)N(CCC1=CNC2=C(C=CC(=C12)OC)C)CC N,N-diethyl-2-(4-methoxy-7-methyl-1H-indol-3-yl)ethan-1-amine